2-(2,6-dioxopiperidin-3-yl)-5-(1-(3-fluoro-4-methylbenzyl)-4-hydroxypiperidin-4-yl)isoindoline-1,3-dione O=C1NC(CCC1N1C(C2=CC=C(C=C2C1=O)C1(CCN(CC1)CC1=CC(=C(C=C1)C)F)O)=O)=O